oxasiline O1[SiH2]C=CC=C1